FC(N1N=CC(=C1)C=1C=C(C=C(C1)C=1C=NN(C1)CCN1CCOCC1)[C@@H](C)NC(C1=C(C=CC(=C1)OCCN(C)C)C)=O)F (R)-N-(1-(3-(1-(difluoromethyl)-1H-pyrazol-4-yl)-5-(1-(2-morpholinoethyl)-1H-pyrazol-4-yl)phenyl)ethyl)-5-(2-(dimethylamino)ethoxy)-2-methylbenzamide